triphenyl-methane sodium [Na].C1(=CC=CC=C1)C(C1=CC=CC=C1)C1=CC=CC=C1